CN(C1C[C@H]2CC[C@@H](C1)N2C(=O)OC(C)(C)C)C=2SC=1N=C(SC1N2)C2=NC=C(N=C2)C=2C=NN(C2)C2OCCCC2 tert-butyl (1r,3s,5s)-3-(methyl(5-(5-(1-(tetrahydro-2H-pyran-2-yl)-1H-pyrazol-4-yl)pyrazin-2-yl)thiazolo[5,4-d]thiazol-2-yl)amino)-8-azabicyclo[3.2.1]octane-8-carboxylate